CC1=NOC(=N1)N1CC2C(C(C1)C2)N2CCC(CC2)N2N=CC=C2 3-(3-methyl-1,2,4-oxadiazol-5-yl)-6-[4-(1H-pyrazol-1-yl)piperidin-1-yl]-3-azabicyclo[3.1.1]heptane